sulfosuccinimidyl 4-[maleimidomethyl]-cyclohexane-1-carboxylate C1(C=CC(N1CC1CCC(CC1)C(=O)ON1C(C(CC1=O)S(=O)(=O)O)=O)=O)=O